O(C1=C(C=CC=C1)N=C=O)C1=C(C=CC=C1)N=C=O oxydiphenyldiisocyanate